2-(1-((2-(3,5-dichlorophenyl)-6-((2-(4-(2,3-dihydroxypropyl)piperazin-1-yl)pyrimidin-5-yl)oxy)pyridin-4-yl)methyl)piperidin-4-yl)acetic acid ClC=1C=C(C=C(C1)Cl)C1=NC(=CC(=C1)CN1CCC(CC1)CC(=O)O)OC=1C=NC(=NC1)N1CCN(CC1)CC(CO)O